COC1=CC=C(C=C1)C1CCNCCC1 4-(4-methoxyphenyl)azepane